N-(3-((4-(4-Aminopyrimidin-2-yl)thiazol-2-yl)(propyl)amino)-4-methylphenyl)-4-((4-methylpiperazin-1-yl)methyl)benzamide NC1=NC(=NC=C1)C=1N=C(SC1)N(C=1C=C(C=CC1C)NC(C1=CC=C(C=C1)CN1CCN(CC1)C)=O)CCC